ClC=1C=C(C=CC1Cl)C1=CC(=CC=C1)OC1=C(N=NN1)C(=O)O 5-((3',4'-dichloro-[1,1'-biphenyl]-3-yl)oxy)-1H-1,2,3-triazole-4-carboxylic acid